CN1C(C=CC=C1)C1=C(C=CC=C1)C N-methyl-2-(2-methylphenyl)pyridine